C[C@@H]1OC=2C=CN=C3NC(N(C=4C=CC=5C(NC(N(CCC1)C5C4)(C)C)=O)C32)=O (11S)-11,16,16-trimethyl-10-oxa-2,4,6,15,17-pentazapentacyclo[13.6.2.12,5.019,23.09,24]tetracosa-1(22),5,7,9(24),19(23),20-hexaene-3,18-dione